COC(C1=CN=C(C=C1)CN(C(=O)N1CCOCC1)C1=CC(=C(C=C1)F)Cl)=O.ClC=1C=C(C=CC1F)N(C(=O)N1CCOCC1)CC1=NC=C(C=C1)C(=O)NN N-(3-chloro-4-fluorophenyl)-N-((5-(hydrazinecarbonyl)pyridin-2-yl)methyl)morpholine-4-carboxamide Methyl-6-((N-(3-chloro-4-fluorophenyl)morpholine-4-carboxamido)methyl)nicotinate